(S)-3-((((9H-fluoren-9-yl)methoxy)carbonyl)amino)-2-(2,5-dioxo-3,4-bis(phenylthio)-2,5-dihydro-1H-pyrrol-1-yl)propanoic acid C1=CC=CC=2C3=CC=CC=C3C(C12)COC(=O)NC[C@@H](C(=O)O)N1C(C(=C(C1=O)SC1=CC=CC=C1)SC1=CC=CC=C1)=O